Tributyldodecyl bromide C(CCC)C(CCCCCCCCCCCBr)(CCCC)CCCC